C(C)(C)(C)OC(=O)N1CCC(CC1)SC1=CC(=NC=N1)C(=O)OC methyl 6-((1-(tert-butoxycarbonyl)piperidin-4-yl)thio)pyrimidine-4-carboxylate